FC1(C[C@H](CN(C1)C(=O)OC1=NC=C(C=C1)Cl)N1C(CCCC1=O)C)F 5-chloropyridin-2-yl (3'R)-5',5'-difluoro-2-methyl-6-oxo[1,3'-bipiperidine]-1'-carboxylate